C[C@@H]1CCC[C@H](/C=C/C(=O)O[C@]23[C@@H](/C=C/C1)[C@@H](C(=C)[C@H]([C@H]2[C@@H](NC3=O)CC4=CC=CC=C4)C)O)O The molecule is an organic heterotricyclic compound, that is a mycotoxin which is cell permeable an an inhibitor of cytoplasmic division by blocking the formation of contractile microfilaments. It has a role as a metabolite, a platelet aggregation inhibitor and a mycotoxin. It is a cytochalasin, an organic heterotricyclic compound, a lactam and a lactone.